zinc thiadiazole zinc [Zn].S1N=NC=C1.[Zn]